BrC=1C=C2C=C(C=C(C2=C(C1F)C#C[Si](C(C)C)(C(C)C)C(C)C)O)O 6-Bromo-7-fluoro-8-((triisopropylsilyl)ethynyl)naphthalene-1,3-diol